C[C@H]1N([C@@H](CN(C1)C1=NC=C(N=C1)C(F)(F)F)C)C(=O)OC1CC2(CN(C2)CC2=CC=CC=C2)C1 2-benzyl-2-azaspiro[3.3]heptan-6-yl (2R,6R)-2,6-dimethyl-4-[5-(trifluoromethyl)pyrazin-2-yl]piperazine-1-carboxylate